(7-((5-bromo-2-chloropyrimidin-4-yl)amino)-[1,2,4]triazolo[1,5-a]pyridin-8-yl)dimethylphosphine oxide BrC=1C(=NC(=NC1)Cl)NC1=C(C=2N(C=C1)N=CN2)P(C)(C)=O